ClC1=C(C=C2C(=N1)CCC2)C(=O)NC2=CC(=CC=C2)S(=O)(=O)C 2-chloro-N-(3-methylsulfonylphenyl)-6,7-dihydro-5H-cyclopenta[b]pyridine-3-carboxamide